C(#N)C1=CC=C(C=C1)C1=NN(C(=C1OC)NC1=CC(=NC=N1)N1N=C(C(=C1C)CC(=O)OCC)C)C ethyl [1-(6-{[3-(4-cyanophenyl)-4-methoxy-1-methyl-1H-pyrazol-5-yl]amino}pyrimidin-4-yl)-3,5-dimethyl-1H-pyrazol-4-yl]acetate